C(C)OC=1C=C(C=CC1OC)[C@@H](CS(=O)(=O)C)N (S)-2-(3-ethoxy-4-methoxyphenyl)-1-(methylsulphonyl)-eth-2-ylamine